C(CCCC#C)C=1C=C(C=CC1)C1=CC=C(C=C1)OC1OCCCC1 2-((3'-(hex-5-yn-1-yl)-[1,1'-biphenyl]-4-yl)oxy)tetrahydro-2H-pyran